FC=1C(=CC(=C(C(=O)NC2=C(C=CC=C2)C)C1)O[C@H](C(F)(F)F)C)N1N=C2COCCCN2C1=O 5-fluoro-N-(2-methylphenyl)-4-(3-oxo-6,7-dihydro-3H,5H-[1,2,4]triazolo[3,4-c][1,4]oxazepin-2(9H)-yl)-2-{[(2S)-1,1,1-trifluoropropan-2-yl]oxy}benzamide